trimanganese trioxide [O-2].[O-2].[O-2].[Mn+2].[Mn+2].[Mn+2]